C(CC)(=O)OC1=CC=CC=C1 e-phenyl propionate